FC=1C=CC(=C2CNC(C12)=O)C=1C=NC=C(C1)F 7-fluoro-4-(5-fluoropyridin-3-yl)isoindolin-1-one